3-(propylamino)pyrrolidine-1-carboxylic acid tert-butyl ester C(C)(C)(C)OC(=O)N1CC(CC1)NCCC